(1R)-2,3-dihydro-1H-inden-1-amine hydrochloride Cl.[C@H]1(CCC2=CC=CC=C12)N